3,4-bis(di-methoxyphenyl)2-(4-methoxyphenyl)thiophene COC=1C(=C(C=CC1)C1=C(SC=C1C1=C(C(=CC=C1)OC)OC)C1=CC=C(C=C1)OC)OC